1-[({4-((1R)-7-oxo-3,6-diazabicyclo[4.3.0]non-3-yl)-1-[5-(difluoromethyl)(1,3,4-thiadiazol-2-yl)]-1H-indazol-6-yl}sulfonyl)amino]cyclopropanecarbonitrile O=C1N2CCN(C[C@H]2CC1)C1=C2C=NN(C2=CC(=C1)S(=O)(=O)NC1(CC1)C#N)C=1SC(=NN1)C(F)F